3-(3,4-dichlorophenyl)-N-((2-(2,6-dioxopiperidin-3-yl)-1-oxoisoindolin-5-yl)methyl)-1H-pyrazol-5-carboxamide ClC=1C=C(C=CC1Cl)C1=NNC(=C1)C(=O)NCC=1C=C2CN(C(C2=CC1)=O)C1C(NC(CC1)=O)=O